FC=1C=C(CC=2C=NN(C2)C(=O)N[C@@H]2C(N(C3=C(OC2)C=CC(=C3)OC3CCOCC3)C)=O)C=CC1 (S)-4-(3-fluorobenzyl)-N-(5-methyl-4-oxo-7-((tetrahydro-2H-pyran-4-yl)oxy)-2,3,4,5-tetrahydrobenzo[b][1,4]oxazepin-3-yl)-1H-pyrazole-1-carboxamide